3-(4-(((1R,4R)-4-aminocyclohexyl)(3,3-dimethylbutyl)amino)-1-oxoisoindol-2-yl)piperidine-2,6-dione hydrochloride Cl.NC1CCC(CC1)N(C1=C2CN(C(C2=CC=C1)=O)C1C(NC(CC1)=O)=O)CCC(C)(C)C